C(C)(=O)OC=1C=C(C=CC1)C1OC2=CC(=C(C(=C2C(C1)=O)O)CC=C(C)C)OC(C)=O Acetic acid 2-(3-acetoxy-phenyl)-5-hydroxy-6-(3-methyl-but-2-enyl)-4-oxo-chroman-7-yl Ester